(2R,3R,4S,5R)-tetrahydro-2H-pyran-2,3,4,5-tetrayl tetrakis(7-hydroxy-2,2-diphenylbenzo[d][1,3]dioxole-5-carboxylate) OC1=CC(=CC2=C1OC(O2)(C2=CC=CC=C2)C2=CC=CC=C2)C(=O)O[C@H]2OC[C@H]([C@@H]([C@H]2OC(=O)C2=CC1=C(OC(O1)(C1=CC=CC=C1)C1=CC=CC=C1)C(=C2)O)OC(=O)C2=CC1=C(OC(O1)(C1=CC=CC=C1)C1=CC=CC=C1)C(=C2)O)OC(=O)C2=CC1=C(OC(O1)(C1=CC=CC=C1)C1=CC=CC=C1)C(=C2)O